N-[(6-Amino-2-pyridyl)sulfonyl]-5-(o-tolyl)-2-(2,4,6-trimethylphenoxy)pyridin-3-carboxamid NC1=CC=CC(=N1)S(=O)(=O)NC(=O)C=1C(=NC=C(C1)C1=C(C=CC=C1)C)OC1=C(C=C(C=C1C)C)C